C1(CCCCC1)C(COCC)(COC)CCC(Br)(Cl)Cl 2-cyclohexyl-2-(3,3-dichloro-3-bromo-propyl)-1-ethoxy-3-methoxy-propane